2-(2-chloro-5-isopropyl-8-oxothieno[2',3':4,5]pyrrolo[1,2-d][1,2,4]triazin-7(8H)-yl)-N-((1s,3s)-3-hydroxy-3-(trifluoromethyl)cyclobutyl)acetamide (but-3-en-2-yl)carbamate CC(C=C)NC(O)=O.ClC1=CC2=C(C=C3N2C(=NN(C3=O)CC(=O)NC3CC(C3)(C(F)(F)F)O)C(C)C)S1